((3-hydroxypropyl)azanediyl)bis(octane-8,1-diyl) (2E,2'E)-bis(3-pentylundec-2-enoate) C(CCCC)\C(=C/C(=O)OCCCCCCCCN(CCCCCCCCOC(C=C(CCCCCCCC)CCCCC)=O)CCCO)\CCCCCCCC